C(CCCCCCCCCCCCCCCC)N margarylamine